3-(3-(piperidine-1-carbonyl)pyrazolo[1,5-a]pyridin-7-yl)-6,7-dihydro-5H-Pyrrolo[3,4-b]pyridin-5-one N1(CCCCC1)C(=O)C=1C=NN2C1C=CC=C2C=2C=C1C(=NC2)CNC1=O